1-methyl-N-(1'-oxo-2',3'-dihydro-1'H-spiro[cyclopropane-1,4'-isoquinoline]-7'-yl)-1H-pyrazole-4-carboxamide CN1N=CC(=C1)C(=O)NC1=CC=C2C3(CNC(C2=C1)=O)CC3